C1(=C2N(C=N1)CCC2)C(C(=O)NC=2SC=CN2)N2C(C1=CC(=CC(=C1C2)F)C=2C=NN(C2)C2CCNCC2)=O 2-(6,7-dihydro-5H-pyrrolo[1,2-c]imidazol-1-yl)-2-[4-fluoro-1-oxo-6-[1-(4-piperidyl)pyrazol-4-yl]isoindolin-2-yl]-N-thiazol-2-yl-acetamide